(5R)-2-(7-fluoroquinoline-3-carbonyl)-9,9-dimethyl-8-oxo-2-azaspiro[4.5]dec-6-ene-7-carbonitrile FC1=CC=C2C=C(C=NC2=C1)C(=O)N1C[C@]2(CC1)C=C(C(C(C2)(C)C)=O)C#N